2-Bromoethyl-8-(trifluoromethoxy)-5,10-dihydro-11H-dibenzo[b,e][1,4]diazepin-11-one BrCCC1=CC=CC=2NC3=C(NC(C21)=O)C=C(C=C3)OC(F)(F)F